FC(C(=O)O)(F)F.NC1CCC(CC1)NCC(C1=CC=CC=C1)C1=CC(=C(S1)Cl)C1=C(C(=O)N)C=CC=C1 2-(5-(2-(((1r,4r)-4-Aminocyclohexyl)amino)-1-phenylethyl)-2-chlorothiophen-3-yl)benzamide trifluoroacetate